ClC1=C(C(=C(C=2C=NC(=NC12)NC1=C(C=C2CCN(CC2=C1)C)F)N)F)C1=C(C2=C(OCCN2)N=C1)C 8-chloro-6-fluoro-N2-(6-fluoro-2-methyl-1,2,3,4-tetrahydroisoquinolin-7-yl)-7-(8-methyl-2,3-dihydro-1H-pyrido[2,3-b][1,4]oxazin-7-yl)quinazoline-2,5-diamine